4-benzyl-N,N-dimethylaniline CN(C)C1=CC=C(C=C1)CC2=CC=CC=C2